5-(3-((1-(4-(1,2-bis(4-hydroxyphenyl)but-1-en-1-yl)phenyl)piperidin-4-yl)methyl)-3,8-diazabicyclo[3.2.1]octane-8-yl)-2-(2,6-dioxopiperidin-3-yl)-6-fluoroisoindoline OC1=CC=C(C=C1)C(=C(CC)C1=CC=C(C=C1)O)C1=CC=C(C=C1)N1CCC(CC1)CN1CC2CCC(C1)N2C=2C=C1CN(CC1=CC2F)C2C(NC(CC2)=O)=O